5-amino-3-(4'-aminophenyl)-1,1,3-trimethylindane NC=1C=C2C(CC(C2=CC1)(C)C)(C)C1=CC=C(C=C1)N